BrC1=CC(=C(CNC(=O)[C@@H]2C=3C=CC=NC3[C@H](CC2)O)C=C1)F (5s,8s)-N-(4-bromo-2-fluorobenzyl)-8-hydroxy-5,6,7,8-tetrahydroquinoline-5-carboxamide